(2S,11aR)-7-Fluoro-6-isopropoxy-8-methyl-2-((4-methyl-2-oxo-1,2,3,4-tetrahydro-1,6-naphthyridin-7-yl)oxy)-2,3,11,11a-tetrahydro-1H,5H-benzo[f]pyrrolo[2,1-c][1,4]oxazepin-5-one FC=1C(=CC2=C(C(N3[C@@H](CO2)C[C@@H](C3)OC3=NC=C2C(CC(NC2=C3)=O)C)=O)C1OC(C)C)C